1,3-dioxolan-4-yl methacrylate C(C(=C)C)(=O)OC1OCOC1